ClCC(=O)N(C(C(NCCC1=CC=CC=C1)=O)C1=CC=C(C=C1)NC(CO)=O)C1=CC(=C(C=C1)OC)Cl 2-chloro-N-(3-chloro-4-methoxyphenyl)-N-(1-(4-(2-hydroxyacetamido)phenyl)-2-oxo-2-(phenethylamino)ethyl)acetamide